OCC=1OC(=CC1)C 2-hydroxymethyl-5-methyl-furan